(1r,5s,6r)-N-(3-chlorobenzyl)-3-(5-(5-fluoro-2-methoxypyridin-4-yl)-1H-pyrazole-3-carbonyl)-3-azabicyclo[3.1.1]heptane-6-carboxamide ClC=1C=C(CNC(=O)C2[C@H]3CN(C[C@@H]2C3)C(=O)C3=NNC(=C3)C3=CC(=NC=C3F)OC)C=CC1